N-(phenylethynyl)methanesulfonamide C1(=CC=CC=C1)C#CNS(=O)(=O)C